7-(4-Ethyl-3-(hydroxymethyl)-5-oxo-4,5-dihydro-1H-1,2,4-triazol-1-yl)-6-fluoro-3-(2-fluoro-5-methylphenyl)-1-isopropylquinolin-4(1H)-one C(C)N1C(=NN(C1=O)C1=C(C=C2C(C(=CN(C2=C1)C(C)C)C1=C(C=CC(=C1)C)F)=O)F)CO